tri-n-butylzirconium monohydroxide [OH-].C(CCC)[Zr+](CCCC)CCCC